FC1=C(C(=CC(=C1)OC1CN(C1)C1CC(C1)CF)F)[C@H]1N([C@@H](CC2=C1NC1=CC=CC=C21)C)CC(C)(C)F (1R,3R)-1-(2,6-difluoro-4-((1-trans-(3-(fluoromethyl)cyclobutyl)azetidin-3-yl)oxy)phenyl)-2-(2-fluoro-2-methylpropyl)-3-methyl-2,3,4,9-tetrahydro-1H-pyrido[3,4-b]indole